4-morpholino-2-((3-phenyl-1H-pyrazol-5-yl)methyl)furo[3,2-d]pyrimidine O1CCN(CC1)C=1C2=C(N=C(N1)CC1=CC(=NN1)C1=CC=CC=C1)C=CO2